C1(=CC=CC=C1)C1=NC(=NC(=N1)N)N 6-phenyl-1,3,5-triazine-2,4-diamine